2-(1H-indazol-6-yl)acetic acid N1N=CC2=CC=C(C=C12)CC(=O)O